(S)-N-((3-cyano-5-fluoro-4-(4-methyl-2-phenethylpiperazin-1-yl)phenyl)sulfonyl)-1-methoxycyclohexane-1-carboxamide C(#N)C=1C=C(C=C(C1N1[C@H](CN(CC1)C)CCC1=CC=CC=C1)F)S(=O)(=O)NC(=O)C1(CCCCC1)OC